(R)-2-(3-(1-(4-methyl-4H-1,2,4-triazol-3-yl)ethyl)phenyl)-6-(((1-methylcyclobutyl)amino)methyl)-4-(trifluoromethyl)isoindolin-1-one CN1C(=NN=C1)[C@H](C)C=1C=C(C=CC1)N1C(C2=CC(=CC(=C2C1)C(F)(F)F)CNC1(CCC1)C)=O